ClC=1C(=NC(=NC1)NC1=C(C(=CC(=C1)C1CC1)CN1C[C@H](N[C@H](C1)C)C)O)C1=CNC2=CC(=CC=C12)C 2-((5-chloro-4-(6-methyl-1H-indol-3-yl)pyrimidine-2-yl)amino)-4-cyclopropyl-6-(((3R,5S)-3,5-dimethylpiperazine-1-yl)methyl)phenol